C(C1=CC=CC=C1)OC1=NC(=CC=2C1=NN(C2)C2CCNCC2)C=2C=C(C=1N(N2)C=C(N1)C)C 6-[7-benzyloxy-2-(4-piperidyl)pyrazolo[3,4-c]pyridin-5-yl]-2,8-dimethyl-imidazo[1,2-b]pyridazine